4-amino-2-[7-fluoro-1-oxo-2-[(4S)-4-[[6-oxo-5-(trifluoromethyl)-1H-pyridazin-4-yl]amino]hexyl]-6-isoquinolyl]pyrimidine-5-carbonitrile NC1=NC(=NC=C1C#N)C=1C=C2C=CN(C(C2=CC1F)=O)CCC[C@H](CC)NC=1C=NNC(C1C(F)(F)F)=O